O=S1(NC2(CN(C2)C(=O)N2CC3(C2)CC(C3)CC=3C=CC(=C(C#N)C3)C(F)(F)F)CC1)=O 5-[[2-(6,6-dioxo-6lambda6-thia-2,5-diazaspiro[3.4]octane-2-carbonyl)-2-azaspiro[3.3]heptan-6-yl]methyl]-2-(trifluoromethyl)benzonitrile